BrC1=C(C=2C=CN(C2C(=C1)C)C)N 5-bromo-1,7-dimethyl-1H-indol-4-amine